FC1=C(N=CC2=C1N=C(N=C2N)OCC21CCCN1CCC2)C2=CC=CC1=CC=CC(=C21)F 8-fluoro-7-(8-fluoronaphthalen-1-yl)-2-((hexahydro-1H-pyrrolizin-7a-yl)methoxy)pyrido[4,3-d]Pyrimidine-4-amine